C1(=CC=CC2=CC=CC=C12)CC(=O)O 1-NAPHTHALENEACETIC ACID